N1=C(C=CC=C1)C1=CC(=CC=2NC=NC21)N 4-(pyridin-2-yl)-1H-benzo[d]imidazol-6-amine